CN1C(=C2N=CN([C@H]3[C@H](O)[C@H](O)[C@@H](CO)O3)C2=NC1=O)N 1-methylisoguanosine